N-(beta-aminoethyl)-beta-aminoethyltriethoxysilane NCCNCC[Si](OCC)(OCC)OCC